3,8-diazabicyclo[3.2.1]oct-3-yl-(1H-1,2,3-triazol-4-yl)methanone C12CN(CC(CC1)N2)C(=O)C=2N=NNC2